CCCCCCCCCCCCCCCCCCCCCCCCCC(=O)N[C@@H](CO)[C@@H](CCCCCCCCCCCC(C)C)O The molecule is a N-acyl-15-methylhexadecasphinganine in which the acyl group has 26 carbons and 0 double bonds. It is a N-acyl-15-methylhexadecasphinganine and a N-(very-long-chain fatty acyl)-sphingoid base.